1-(9,9'-dimethylfluoren-2-yl)-9H-carbazole CC1(C2=CC=CC=C2C=2C=CC(=CC12)C1=CC=CC=2C3=CC=CC=C3NC12)C